O[C@H]1CN(C[C@@H]1CO)C(=O)OC(C)(C)C (3R,4R)-tert-butyl 3-hydroxy-4-(hydroxymethyl)pyrrolidine-1-carboxylate